C(C)(C)(C)OC(=O)N1[C@H]([C@H](C(C1)(F)F)N=[N+]=[N-])CC=1C(=C(C=CC1)C1=CC=CC=C1)F |r| rac-(2s,3r)-3-azido-4,4-difluoro-2-((2-fluoro-[1,1'-biphenyl]-3-yl)methyl)pyrrolidine-1-carboxylic acid tert-butyl ester